(E)-N-(5-((4-(1H-indol-3-yl)pyrimidin-2-yl)amino)-2-(dimethylamino)-4-methoxyphenyl)-4-(4-methylpiperazin-1-yl)but-2-enamide N1C=C(C2=CC=CC=C12)C1=NC(=NC=C1)NC=1C(=CC(=C(C1)NC(\C=C\CN1CCN(CC1)C)=O)N(C)C)OC